(4-(bis(2-hydroxydodecyl)amino)butanoyl)-L-histidinate OC(CN(CCCC(=O)N[C@@H](CC1=CNC=N1)C(=O)[O-])CC(CCCCCCCCCC)O)CCCCCCCCCC